C(C=C)N1C(C(=C(C=C1C)OCC1=C(C=C(C=C1)F)F)Cl)=O 1-allyl-3-chloro-4-[(2,4-difluorobenzyl)oxy]-6-methylpyridin-2(1H)-one